6,6-bis(((Z)-dec-4-en-1-yl)oxy)hexanoic acid C(CC\C=C/CCCCC)OC(CCCCC(=O)O)OCCC\C=C/CCCCC